((((2R,3S,4R,5R)-5-(6-chloro-4-(((S)-1-(2-chlorophenyl)ethyl)amino)-1H-pyrazolo[3,4-d]pyrimidin-1-yl)-3,4-dihydroxytetrahydrofuran-2-yl)methoxy)methyl)phosphonic acid ClC1=NC(=C2C(=N1)N(N=C2)[C@H]2[C@@H]([C@@H]([C@H](O2)COCP(O)(O)=O)O)O)N[C@@H](C)C2=C(C=CC=C2)Cl